6-chloro-3-(2,4-dichlorophenyl)-3,4-dihydroacridine-1,9(2H,10H)-dione ClC=1C=C2NC=3CC(CC(C3C(C2=CC1)=O)=O)C1=C(C=C(C=C1)Cl)Cl